C1(=CC=CC=C1)C1=C(C=C(C=C1)C1=CC=CC=C1)C=1C=CC2=C(C=C(C=3C=4C=CC=C5C(=CC=C(C1C23)C54)I)C5=CC=CC=C5)I 6-([1,1':4',1''-terphenyl]-2'-yl)-3,9-diiodo-1-phenylperylene